1-(4-bromophenyl)-4,6-diphenyl-1,3,5-triazin-2-one BrC1=CC=C(C=C1)N1C(N=C(N=C1C1=CC=CC=C1)C1=CC=CC=C1)=O